CN(CCCC(=O)OC(CCCCC(=O)N(CCCCCCCCCC)CCCCCCCCCC)CCCCCCCCCC(=O)N(CCCCCCCCCC)CCCCCCCCCC)C 1,16-bis(didecylamino)-1,16-dioxohexadecan-6-yl 4-(dimethylamino)butanoate